(3-(4-(1-amino-2-methoxyethyl)-4-methylpiperidin-1-yl)-6-((2-amino-3-chloropyridin-4-yl)thio)pyrazin-2-yl)methanol NC(COC)C1(CCN(CC1)C=1C(=NC(=CN1)SC1=C(C(=NC=C1)N)Cl)CO)C